NC([C@H](CCC(=O)OC(C)(C)C)N1C(C2=CC=C(C=C2C1)C1=NC(=CC(=C1C#N)C(F)(F)F)N)=O)=O tert-butyl (S)-5-amino-4-(5-(6-amino-3-cyano-4-(trifluoromethyl)pyridin-2-yl)-1-oxoisoindolin-2-yl)-5-oxopentanoate